3,5-dimethyl-thiophenol CC=1C=C(C=C(C1)C)S